6-phenyl-7,8-dihydronaphthalen-1-yl trifluoromethanesulfonate FC(S(=O)(=O)OC1=CC=CC=2C=C(CCC12)C1=CC=CC=C1)(F)F